1-[4-(trifluoromethyl)-2-pyridinyl]ethanone (E)-ethyl-2-cyano-3-((3-ethoxy-4-nitrophenyl)amino)acrylate C(C)OC(\C(=C\NC1=CC(=C(C=C1)[N+](=O)[O-])OCC)\C#N)=O.FC(C1=CC(=NC=C1)C(C)=O)(F)F